4-(4-fluoro-3-chloroanilino)-7-methoxy-6-aminoquinazoline FC1=C(C=C(NC2=NC=NC3=CC(=C(C=C23)N)OC)C=C1)Cl